perfluoromethylvinylether FC(=C(C(F)(F)F)F)OC(=C(F)C(F)(F)F)F